ClC=1C=C(CS(=O)CC(=O)O)C=C(C1CC1=CC(=C(C=C1)O)C(C)C)C 2-((3-chloro-4-(4-hydroxy-3-isopropylbenzyl)-5-methylbenzyl)sulfinyl)acetic acid